(4-(4-Cyanophenoxy)benzyl)(methyl)carbamate C(#N)C1=CC=C(OC2=CC=C(COC(NC)=O)C=C2)C=C1